OC=1C(OC2=CC=CC=C2C1)C(=O)[O-] hydroxychromene-2-carboxylate